2-(Difluoromethyl)-5-(6-((pyridin-4-yloxy)methyl)pyridin-3-yl)-1,3,4-oxadiazole FC(C=1OC(=NN1)C=1C=NC(=CC1)COC1=CC=NC=C1)F